N[C@@H](CO)C1=NOC(=N1)C1(CC(C1)CC(=O)N)NC(=O)N[C@@H]([C@@H](O)C)C(=O)O ((1-(3-((R)-1-amino-2-hydroxyethyl)-1,2,4-oxadiazol-5-yl)-3-(2-amino-2-oxoethyl)cyclobutyl)carbamoyl)-L-allothreonine